(S)-ethyl 2-(2'-chloro-4-(3-(5-(trifluoromethyl)pyridin-2-yloxy)pyrrolidin-1-yl)biphenyl-3-yloxy)acetate ClC1=C(C=CC=C1)C1=CC(=C(C=C1)N1C[C@H](CC1)OC1=NC=C(C=C1)C(F)(F)F)OCC(=O)OCC